9,9',9'',9'''-(3-(6-methylpyridin-2-yl)-6-(pyridin-4-yl)benzene-1,2,4,5-tetrayl)tetrakis(9H-pyrido[3,4-b]indole) CC1=CC=CC(=N1)C=1C(=C(C(=C(C1N1C2=C(C3=CC=CC=C13)C=CN=C2)N2C1=C(C3=CC=CC=C23)C=CN=C1)C1=CC=NC=C1)N1C2=C(C3=CC=CC=C13)C=CN=C2)N2C1=C(C3=CC=CC=C23)C=CN=C1